9-acetyl-2-(4,4-difluoropiperidin-1-yl)-7-methyl-4H-pyrido[1,2-a]pyrimidin-4-one C(C)(=O)C1=CC(=CN2C1=NC(=CC2=O)N2CCC(CC2)(F)F)C